2-amino-2-(hydroxymethyl)butyronitrile NC(C#N)(CC)CO